propyl (9E,12E)-octadeca-9,12-dienoate C(CCCCCCC\C=C\C\C=C\CCCCC)(=O)OCCC